5-amino-6-(4-(2,4-difluorophenoxy)piperidin-1-yl)pyridinecarbonitrile NC=1C=CC(=NC1N1CCC(CC1)OC1=C(C=C(C=C1)F)F)C#N